(4-benzyl-4-azaspiro[2.5]oct-7-yl)methanol C(C1=CC=CC=C1)N1C2(CC2)CC(CC1)CO